Cl.C(C)N=C=NCCCN(C)C ethyl-(N',N'-dimethylamino)propylcarbodiimide hydrochloride